3-[6-(pyrrolidin-3-yloxy)pyridin-2-yl]-1H-indole-7-carbonitrile N1CC(CC1)OC1=CC=CC(=N1)C1=CNC2=C(C=CC=C12)C#N